C(=O)(O)COC1=C(C2=CC(=CC=C2C=C1)C)C1=C(C=CC2=CC=C(C=C12)C)OCC(=O)O 2,2'-bis(carboxymethoxy)-7,7'-dimethyl-1,1'-binaphthyl